(R)-4-(7-(4-chloro-3-(trifluoromethyl)benzoyl)-2-(isopropylamino)-6-methyl-4-oxo-5,6,7,8-tetrahydropyrido[3,4-d]pyrimidin-3(4H)-yl)-N,1-dimethyl-1H-imidazole-2-carboxamide ClC1=C(C=C(C(=O)N2CC=3N=C(N(C(C3C[C@H]2C)=O)C=2N=C(N(C2)C)C(=O)NC)NC(C)C)C=C1)C(F)(F)F